(R)-2-((4-fluorophenyl)amino)-2-oxo-1-phenylethyl 3-amino-6-(1-(1-(3-(4-(tert-butoxycarbonyl) piperazin-1-yl)propyl)piperidin-4-yl)-1H-pyrazol-4-yl)pyrazine-2-carboxylate NC=1C(=NC(=CN1)C=1C=NN(C1)C1CCN(CC1)CCCN1CCN(CC1)C(=O)OC(C)(C)C)C(=O)O[C@@H](C(=O)NC1=CC=C(C=C1)F)C1=CC=CC=C1